3-(1-(2-(2,6-dioxopiperidin-3-yl)-1,3-dioxoisoindolin-5-yl)piperidin-4-yl)propionaldehyde O=C1NC(CCC1N1C(C2=CC=C(C=C2C1=O)N1CCC(CC1)CCC=O)=O)=O